2-(4-fluorophenylamino)acetonitrile FC1=CC=C(C=C1)NCC#N